C(C)OC(CCNC(=O)C=1C=C2C=NN(C2=CC1)C(C(C)C)C1=CC=C(C=C1)C1=CC=C(C=C1)C(F)(F)F)=O 3-(1-(2-methyl-1-(4'-(trifluoromethyl)-[1,1'-biphenyl]-4-yl)propyl)-1H-indazole-5-carboxamido)propionic acid ethyl ester